tert-Butyl 5-((6-chloro-5-cyano-2,3-dihydro-1H-inden-1-yl)oxy)-3-methoxy-1H-indazole-1-carboxylate ClC1=C(C=C2CCC(C2=C1)OC=1C=C2C(=NN(C2=CC1)C(=O)OC(C)(C)C)OC)C#N